C(C=C)C=1C=C(C(=C(C#N)C1)C(C)O)Br 5-allyl-3-bromo-2-(1-hydroxyethyl)benzonitrile